ClC1=C(C=CC=C1)C=1NC=CN1 2-(2-chlorophenyl)imidazole